4,7-bis(5-bromothiophene-2-yl)benzo[C][1,2,5]thiadiazole BrC1=CC=C(S1)C1=CC=C(C2=NSN=C21)C=2SC(=CC2)Br